NC1=NC2=CC(=CC=C2C=C1)CN(C(C)=O)C1=C(C=CC=C1S(=O)(=O)C)F (Sa)-N-[(2-aminoquinolin-7-yl)methyl]-N-(2-fluoro-6-methanesulfonylphenyl)acetamide